ClC=1C=NN(C1CC1N(C(C2=C(C=CC=C12)F)=O)CC1CC2(C1)OC(NC2)=O)C 2-((1-((4-chloro-1-methyl-1H-pyrazol-5-yl)methyl)-4-fluoro-3-oxoisoindolin-2-yl)methyl)-5-oxa-7-azaspiro[3.4]octan-6-one